6H-benzo[c]benzopyran-6-one C1=CC=CC2=C1C1=C(C(O2)=O)C=CC=C1